(2-(3,8-Diazabicyclo[3.2.1]octan-3-yl)-7-(thiazol-2-yl)benzo[d]oxazol-4-yl)(morpholino)methanone C12CN(CC(CC1)N2)C=2OC1=C(N2)C(=CC=C1C=1SC=CN1)C(=O)N1CCOCC1